Cl.Cl.C(CC)(=O)O.C(CC)(=O)O dipropionate dihydrochloride